2-((1,3-bis(benzyloxy)propan-2-yl)oxy)acetic acid C(C1=CC=CC=C1)OCC(COCC1=CC=CC=C1)OCC(=O)O